1,3,6-Trimethyl-N-(1-(naphthalen-1-yl)cyclopropyl)-2-oxo-2,3-dihydro-1H-benzo[d]imidazole-5-carboxamide CN1C(N(C2=C1C=C(C(=C2)C(=O)NC2(CC2)C2=CC=CC1=CC=CC=C21)C)C)=O